(S)-1-(3-aminopropyl)-2-(6-methyl-3-pyridinyl)pyrrolidine NCCCN1[C@@H](CCC1)C=1C=NC(=CC1)C